4-(4-(benzyloxy)phenyl)-1,2,3-thiadiazole C(C1=CC=CC=C1)OC1=CC=C(C=C1)C=1N=NSC1